1-(3-{[4-(2-methoxyphenyl)-1,3,5-triazin-2-yl]amino}phenyl)methanesulfonamide COC1=C(C=CC=C1)C1=NC(=NC=N1)NC=1C=C(C=CC1)CS(=O)(=O)N